(5-bromopyridin-2-yl)boric acid BrC=1C=CC(=NC1)OB(O)O